NC=1C=C(C=CC1O)C(C)(C)C1=CC(=C(C=C1)O)N 2,2-bis(3-amino-4-Hydroxyphenyl)propane